ClC(C1=NC(=NO1)C1=CC=C(CNC=2C(C(C2NC=2C=NC=NC2)=O)=O)C=C1)(F)F 3-((4-(5-(chlorodifluoromethyl)-1,2,4-oxadiazol-3-yl)benzyl)amino)-4-(pyrimidin-5-ylamino)cyclobut-3-ene-1,2-dione